CC1=CC=C(OC2=CC=C(C=C2)C2=CC=CN3C2=NS(CC3)(=O)=O)C=C1 9-[4-(4-methylphenoxy)phenyl]-3,4-dihydropyrido[2,1-c][1,2,4]thiadiazine 2,2-dioxide